C1(=CC=CC=C1)C(=COCCOCCOCCOC)C 13-phenyl-2,5,8,11-tetraoxatetradec-12-ene